(1R,3S)-4-aminoadamantan-1-ol hydrochloride Cl.NC1[C@@H]2CC3(CC(CC1C3)C2)O